2,6-bis(1,1-dimethylethyl)-4-methylphenol CC(C)(C)C1=C(C(=CC(=C1)C)C(C)(C)C)O